tert-butyl [2-(2-acetyl-4-methoxy-5-{[2-(trimethylsilyl)ethoxy]methoxy}phenyl)ethyl]carbamate C(C)(=O)C1=C(C=C(C(=C1)OC)OCOCC[Si](C)(C)C)CCNC(OC(C)(C)C)=O